4-(aminomethyl)pyridinium NCC1=CC=[NH+]C=C1